2-((2-(2,6-dioxopiperidine-3-yl)-1,3-dioxoisoindolin-4-yl)thio)acetic acid O=C1NC(CCC1N1C(C2=CC=CC(=C2C1=O)SCC(=O)O)=O)=O